COC(C1=NC(=CC=C1)C(F)(F)F)=O 6-(trifluoromethyl)picolinic acid methyl ester